1-(((R)-tert-butylsulfinyl)amino)-4-fluoro-1,3-dihydrospiro[indene-2,4'-piperidine]-1'-carboxylic acid tert-butyl ester C(C)(C)(C)OC(=O)N1CCC2(CC1)C(C1=CC=CC(=C1C2)F)N[S@](=O)C(C)(C)C